C(C1=CC=CC=C1)SC=1C=C2CCN(C2=CC1)C(=O)C1=C(C=CC=C1)NS(=O)(=O)C N-(2-(5-(benzylthio)indoline-1-carbonyl)phenyl)methanesulfonamide